NC1CCN(CC1)C1=C(N=NC2=CC(=C(C=C12)C=1C(=C(C#N)C=C(C1)F)O)Cl)C1=CC(=CC(=C1)C)Cl 3-[4-(4-aminopiperidin-1-yl)-7-chloro-3-(3-chloro-5-methylphenyl)cinnolin-6-yl]-5-fluoro-2-hydroxybenzonitrile